BrC=1C=C2C(=NC1)C(NN2COCC[Si](C)(C)C)C=O 6-bromo-1-((2-(trimethylsilyl)ethoxy)methyl)-2H-pyrazolo[4,3-b]pyridine-3-carbaldehyde